C(C)(C)(C)OC(=O)N1CC(NCC(C1)OC1=NC(=NC(=C1)C1=C(C=CC=C1C)C)NS(=O)(=O)C=1C=C(C(=O)O)C=CC1)=O 3-[[4-[(1-tert-butoxycarbonyl-3-oxo-1,4-diazepan-6-yl)oxy]-6-(2,6-dimethylphenyl)pyrimidin-2-yl]sulfamoyl]benzoic acid